4'-(tert-butyl)-3-methyl-[1,1'-biphenyl] C(C)(C)(C)C1=CC=C(C=C1)C1=CC(=CC=C1)C